NC1=C(C=C(C=N1)NC(C(=O)N1[C@H](CC[C@@H](C1)C)C1=C2C=NNC2=CC=C1)=O)CC N-(6-amino-5-ethyl-3-pyridyl)-2-[(2R,5S)-2-(1H-indazol-4-yl)-5-methyl-1-piperidyl]-2-oxo-acetamide